2,4-diethyl-hept-2,6-dienal C(C)C(C=O)=CC(CC=C)CC